(3-methoxy-6-methyl-1-naphthyl)oxyl-dimethyl-silane COC=1C=C(C2=CC=C(C=C2C1)C)O[SiH](C)C